C1(CC1)S(=O)(=O)N1N=CC(=C1)C1=NC=CC(=C1)NC1=NC=C(C(=N1)NC1CCC(CC1)(O)C)C1=NN(C=C1)CCC(F)(F)F (1s,4s)-4-((2-((2-(1-(Cyclopropylsulfonyl)-1H-pyrazol-4-yl)pyridin-4-yl)amino)-5-(1-(3,3,3-trifluoropropyl)-1H-pyrazol-3-yl)pyrimidin-4-yl)amino)-1-methylcyclohexan-1-ol